C[Si](C)(C)C#CC1=C(C=CC=2C3=C(C(=CC=C3C12)F)C#C[Si](C)(C)C)F 1,5-bis(trimethylsilylethynyl)-2,6-difluorobiphenylene